4-aminofuran-3-carboxylic acid methyl ester COC(=O)C1=COC=C1N